CN1N=C(C(=C1C)O)C1=CC(=CC=C1)S(=O)(=O)C(C)C 1,5-dimethyl-3-(3-(isopropylsulfonyl)phenyl)-pyrazole-4-ol